O-vanillin O=CC1=C(O)C(OC)=CC=C1